ClC1=CC=2C=3C=CC(=CC3N(C(N(C2N=C1)C)=O)C1=C(C=C(C=C1F)NCCNC1CCOCC1)F)Cl 4,13-dichloro-10-[2,6-difluoro-4-({2-[(oxan-4-yl)amino]ethyl}amino)phenyl]-8-methyl-6,8,10-triazatricyclo[9.4.0.02,7]pentadeca-1(11),2(7),3,5,12,14-hexaen-9-one